N1(CCC1)C=1C=C2C(=CN(C(C2=CN1)=O)C)C1=CC(=C(C(=C1)OC)CN1CCC2(CN(C2)C=2C=C3CN(C(C3=CC2)=O)C2C(NC(CC2)=O)=O)CC1)OC 3-[5-[7-([4-[6-(azetidin-1-yl)-2-methyl-1-oxo-2,7-naphthyridin-4-yl]-2,6-dimethoxyphenyl]methyl)-2,7-diazaspiro[3.5]nonan-2-yl]-1-oxo-3H-isoindol-2-yl]piperidine-2,6-dione